C(CCCCCCCCCCCCCCCCC)OC(C=C)=O Stearylacrylate